C/C(/CCO)=C/C[C@@H](CCC(=C)C)C(=C)C (6R)-(Z)-3,9-Dimethyl-6-isopropenyl-3,9-decadien-1-ol